C(C)(C)(C)S(=O)(=O)CC=1SC=C(N1)[C@H](CC1=CC=C(C=C1)NS(=O)(=O)O)NC([C@H](CC1=CC=CC=C1)NC(=O)OC)=O 4-{(S)-2-[2-(tert-butylsulfonylmethyl)thiazol-4-yl]-2-[(S)-2-(methoxycarbonylamino)-3-phenylpropionylamino]ethyl}phenylaminosulfonic acid